8-bromo-7-chloro-3-methylimidazo[1,5-a]quinoxalin-4-amine BrC1=C(C=C2N=C(C=3N(C2=C1)C=NC3C)N)Cl